O.Cl.C1CN2C(CCC3=CC=CC1=C23)=O 5,6-dihydro-1H-pyrrolo[3,2,1-ij]quinoline-4(2H)-one hydrochloride hydrate